N-((3-(((R)-Pyrrolidin-3-yl)methyl)-3-azabicyclo[3.1.0]hexane-6-yl)methyl)ethanesulfonamide hydrochloride Cl.N1C[C@@H](CC1)CN1CC2C(C2C1)CNS(=O)(=O)CC